CS(=O)(=O)C1=CC=C(C=C1)N[C@@H](CO)C(=O)O p-methylsulphonylphenylserine